Ethyl 3-(1H-pyrazol-1-yl)-2-{[(2,3,6-trifluorophenyl)-carbamoyl]oxy}propanoate N1(N=CC=C1)CC(C(=O)OCC)OC(NC1=C(C(=CC=C1F)F)F)=O